2-(3-chloro-4-(trifluoromethyl)phenoxy)-1-(3-fluoro-4-(5-(trifluoromethyl)-1,2,4-oxadiazol-3-yl)phenyl)ethan-1-one ClC=1C=C(OCC(=O)C2=CC(=C(C=C2)C2=NOC(=N2)C(F)(F)F)F)C=CC1C(F)(F)F